FC(C(=O)O)(F)F.FC(C)(F)C1=NC(=CC(=N1)N1CC2(C=3C=NC(=CC31)NC(C)=O)CC2)C2=COCC2 N-(1'-(2-(1,1-difluoroethyl)-6-(4,5-dihydrofuran-3-yl)pyrimidin-4-yl)-1',2'-dihydrospiro[cyclopropan-1,3'-pyrrolo[3,2-c]pyridin]-6'-yl)acetamide trifluoroacetate